(2S,4R)-2-(((6-bromopyridin-2-yl)methyl)carbamoyl)-4-fluoropyrrolidine-1-carboxylic acid tert-butyl ester C(C)(C)(C)OC(=O)N1[C@@H](C[C@H](C1)F)C(NCC1=NC(=CC=C1)Br)=O